COC=1C=C(C=C(C1OC)OC)C(C=C)=O (3,4,5-trimethoxyphenyl)prop-2-en-1-one